9,9',9'',9'''-(4-(6-methylpyridin-2-yl)-6-(pyridin-4-yl)benzene-1,2,3,5-tetrayl)tetrakis(3-methyl-9H-carbazole) CC1=CC=CC(=N1)C1=C(C(=C(C(=C1N1C2=CC=CC=C2C=2C=C(C=CC12)C)C1=CC=NC=C1)N1C2=CC=CC=C2C=2C=C(C=CC12)C)N1C2=CC=CC=C2C=2C=C(C=CC12)C)N1C2=CC=CC=C2C=2C=C(C=CC12)C